C1(=CC=CC=C1)C12CC3(CC(CC(C1)(C3)C3=CC=CC=C3)(C2)C2=CC=CC=C2)C2=CC=CC=C2 1,3,5,7-tetraphenyladamantane